BrCC1=CC=C(C=C1)NS(=O)(=O)C (4-(bromomethyl)phenyl)(methyl)sulfonamide